thieno[3,2-b]pyridine-7-carbonitrile S1C=CC2=NC=CC(=C21)C#N